COC=1C=C(C=CC1OC)C1=CNC2=CC=C(C=C12)C(=O)O 3-(3,4-dimethoxyphenyl)-1H-indole-5-carboxylic acid